C[C@@H]1CC[C@H](N(C1)C(C(=O)NC=1C=C(C=NC1)C(=O)N)=O)C=1C=NC=CC1 5-[[2-[(2S,5R)-5-methyl-2-(3-pyridyl)-1-piperidyl]-2-oxo-acetyl]amino]pyridine-3-carboxamide